2,3,4,5,6-pentafluorophenyl 2-oxo-7-[(trifluoromethyl)oxy]-1H-quinoline-3-carboxylate O=C1NC2=CC(=CC=C2C=C1C(=O)OC1=C(C(=C(C(=C1F)F)F)F)F)OC(F)(F)F